C(CCC(=O)OC1CCC1)(=O)OC1CCC1 dicyclobutyl succinate